N1(C=NC=2CN(CCC21)C(=O)OC(C)(C)C)C(=O)OC(C)(C)C di-tert-butyl 6,7-dihydro-4H-imidazo[4,5-c]pyridine-1,5-dicarboxylate